ClC1=CC(=NC=C1)O[C@@H]1C[C@@H](N(C1)CC1=C(N=C(S1)NC(C)=O)F)C N-(5-(((2S,4R)-4-((4-chloropyridin-2-yl)oxy)-2-methylpyrrolidin-1-yl)methyl)-4-fluorothiazol-2-yl)acetamide